tert-butyl 5-(4,4,5,5-tetramethyl-1,3,2-dioxaborolan-2-yl)-1H-indazole-1-carboxylate CC1(OB(OC1(C)C)C=1C=C2C=NN(C2=CC1)C(=O)OC(C)(C)C)C